[4-(1-methyl-1H-pyrazol-4-yl)-benzyl]-{6-[7-(3-pyrrolidin-1-yl-propoxy)-imidazo[1,2-a]pyridin-3-yl]-pyrimidin-4-yl}-amine hydrochloride Cl.CN1N=CC(=C1)C1=CC=C(CNC2=NC=NC(=C2)C2=CN=C3N2C=CC(=C3)OCCCN3CCCC3)C=C1